NC1CC(C2CCC1N2)C(=O)O 4-amino-8-azabicyclo[3.2.1]octane-2-carboxylic acid